FC=1C=C(C=CC1OC)NC1=NC=C(C(=N1)NC1=CC=CC=C1)C(=O)N 2-(3-fluoro-4-methoxyphenylamino)-4-(phenylamino)pyrimidine-5-carboxamide